[(2R,3S,5R,6S)-5-azido-3-benzyloxy-6-(p-tolylsulfanyl)tetrahydropyran-2-yl]methanol N(=[N+]=[N-])[C@@H]1C[C@@H]([C@H](O[C@H]1SC1=CC=C(C=C1)C)CO)OCC1=CC=CC=C1